N-(3-Dimethylamino-propyl)-2-(6,6-dimethyl-11-oxo-6,11-dihydro-benzo[b]naphtho[2,3-d]furan-8-yloxy)-acetamide CN(CCCNC(COC=1C=C2C(C3=C(C4=C(O3)C=CC=C4)C(C2=CC1)=O)(C)C)=O)C